C1(=C(OC)C=C(CC=C)C=C1)OCC(=O)O eugenyloxyacetic acid